C(CCCCCCCCC)(=O)SCCC[Si](OC)(OC)OC 3-decanoylthiopropyltrimethoxysilane